C(#N)C1=C[C@@](CC(C1=O)(C)C)(C)N(C(C1=C(C=CC=C1)C1=NC(=NO1)C)=O)C N-[(1S)-3-cyano-1,5,5-trimethyl-4-oxocyclohex-2-en-1-yl]-N-methyl-2-(3-methyl-1,2,4-oxadiazol-5-yl)benzamide